Sodium 4-hydroxydecanoate OC(CCC(=O)[O-])CCCCCC.[Na+]